tert-Butyl 3-(5-(2-methoxypropan-2-yl)-7-(thiazol-2-yl)benzo[d]oxazol-2-yl)-3,8-diazabicyclo[3.2.1]octane-8-carboxylate COC(C)(C)C=1C=C(C2=C(N=C(O2)N2CC3CCC(C2)N3C(=O)OC(C)(C)C)C1)C=1SC=CN1